CC1=NOC(=C1)CC(=O)NC1=NNC(=C1)[C@@H]1C[C@@H](CC1)N1[C@H]([C@@H](C1)OC)C (1R,3S)-3-(3-{[(3-methyl-1,2-oxazol-5-yl)acetyl]amino}-1H-pyrazol-5-yl)cyclopentyl-(2S,3R)-3-methoxy-2-methylazetidine